CN(C)C[SiH](C1=CC=C(C=C1)C(=C)C1=CC=CC=C1)COCC 1-[4-(dimethylaminomethylethoxymethylsilyl)phenyl]-1-phenylethylene